N-((1s,3s)-3-(9-(1-isopropyl-1H-indazol-5-yl)-8-(1-methyl-1H-pyrazol-4-yl)-2-oxo-2,3,4,7-tetrahydro-1H-pyrrolo[3',2':5,6]pyrido[4,3-d]pyrimidin-1-yl)cyclobutyl)methanesulfonamide C(C)(C)N1N=CC2=CC(=CC=C12)C1=C(NC2=C1C=1N(C(NCC1C=N2)=O)C2CC(C2)NS(=O)(=O)C)C=2C=NN(C2)C